O=C1NC(CCC1N1C(C2=CC=C(C=C2C1=O)N1CCN(CC1)CCN1CCN(CC1)C1=CC=C(OC=2C3=C(SC2C2=CC=C(C=C2)B(O)O)C=C(C=C3)O)C=C1)=O)=O (4-(3-(4-(4-(2-(4-(2-(2,6-dioxopiperidin-3-yl)-1,3-dioxoisoindolin-5-yl)piperazin-1-yl)ethyl)piperazin-1-yl)phenoxy)-6-hydroxybenzo[b]thiophen-2-yl)phenyl)boronic acid